2-amino-3-methoxypyrazine NC1=NC=CN=C1OC